C(C1=CC(O)=C(O)C(O)=C1)(=O)OC=1C(O)=CC=CC1 (-)-catechol gallate